1-(2-fluorobenzyl)-N5-((1R,2R)-2-(hydroxymethyl)cyclopropyl)-N3-methyl-2-oxo-1,2-dihydropyridine-3,5-dicarboxamide FC1=C(CN2C(C(=CC(=C2)C(=O)N[C@H]2[C@@H](C2)CO)C(=O)NC)=O)C=CC=C1